(S)-2-(dimethylamino)-N-(1-(4-(5-(8-methoxy-[1,2,4]triazolo[1,5-a]pyridin-6-yl)-4-(2,2,2-trifluoroethyl)-1H-pyrazol-3-yl)phenyl)ethyl)-N-methylacetamide CN(CC(=O)N(C)[C@@H](C)C1=CC=C(C=C1)C1=NNC(=C1CC(F)(F)F)C=1C=C(C=2N(C1)N=CN2)OC)C